NCO[Si](OC)(OC)C1=CC=CC=C1 AMINOPHENYLTRIMETHOXYSILANE